FC=1C=C2CC=CN3C2=C(C1)C=C3 8-fluoro-6H-pyrrolo[3,2,1-ij]quinoline